2-methylphthalazin-1(2h)-one CN1C(C2=CC=CC=C2C=N1)=O